1-ethyl-6-(1-(2-fluoro-4-(trifluoromethyl)benzyl)-1H-1,2,3-triazol-4-yl)-3-hydroxyquinol-2,4(1H,3H)-dione C(C)N1C(C(C(C2=CC(=CC=C12)C=1N=NN(C1)CC1=C(C=C(C=C1)C(F)(F)F)F)=O)O)=O